tert-butyl (2S,5S)-5-methyl-2-(6-methyl-3-pyridyl)-4-oxo-piperidine-1-carboxylate C[C@@H]1C(C[C@H](N(C1)C(=O)OC(C)(C)C)C=1C=NC(=CC1)C)=O